C(C)[C@H]1N(CC[C@@H]1OS(=O)(=O)C)C(=O)OC(C)(C)C tert-butyl (2R,3S)-2-ethyl-3-((methylsulfonyl)oxy)pyrrolidine-1-carboxylate